ethyl-9-borabicyclo[3.3.1]nonane C(C)C12CCCC(CCC1)B2